OCCN(CCCCCCCC(=O)OCCCCCCCCC)CCCCCCCC(=O)OC(CCCCCCCC)CCCCCCCC nonyl 8-[2-hydroxyethyl-[8-(1-octylnonoxy)-8-oxo-octyl]amino]octanoate